Diisobutyl 2,4-dioxoglutarate O=C(C(=O)OCC(C)C)CC(C(=O)OCC(C)C)=O